dihydroxybutyl furandicarboxylate O1C(=C(C=C1)C(=O)[O-])C(=O)OCCCC(O)O